ClC1=C(C(N(C=C1)C1=NC=C(C(=C1)N1C(C=CC=C1C)=O)C)=O)C(C)(C)O chloro-3-(2-hydroxypropan-2-yl)-5',6''-dimethyl-2,2''-dioxo-2H,2''H-[1,2':4',1''-terpyridine]